4,5,5,5-tetrafluoro-1,2-diphenyl-4-(trifluoromethyl)pentan-1-one FC(CC(C(=O)C1=CC=CC=C1)C1=CC=CC=C1)(C(F)(F)F)C(F)(F)F